N-(1-penten-5-yl)-N'-(3-(1-isobutyl-1,2,3,4-tetrahydropyridin-4-yl)-1H-indol-5-yl)urea hydrochloride Cl.C=CCCCNC(=O)NC=1C=C2C(=CNC2=CC1)C1CCN(C=C1)CC(C)C